BrC1=C(C(=C(C=2OC3(CC3)C=NC21)C#N)C2=CC=NN2C)F 5-Bromo-8-cyano-6-fluoro-7-(1-methyl-1H-pyrazol-5-yl)spiro[benzo[b][1,4]oxazine-2,1'-Cyclopropane]